2-(2-(2-(((4-nitrophenoxy)carbonyl)oxy)ethoxy)ethoxy)ethyl (2-(2-((6-chlorohexyl)oxy)ethoxy)ethyl)carbamate ClCCCCCCOCCOCCNC(OCCOCCOCCOC(=O)OC1=CC=C(C=C1)[N+](=O)[O-])=O